FC1=C(C(=CC=C1)C)N1CCC(CC1)N1C(N(C=2C(C1)=CN(N2)C2CN(C2)S(=O)(=O)C)CC2=C(C=CC=C2)C(F)(F)F)=O 5-[1-(2-fluoro-6-methyl-phenyl)-piperidin-4-yl]-2-(1-methanesulfonyl-azetidin-3-yl)-7-(2-trifluoromethyl-benzyl)-2,4,5,7-tetrahydro-pyrazolo[3,4-d]pyrimidin-6-one